[K+].OC1=C(C(=O)[O-])C=CC(=C1)O 2,4-dihydroxybenzoic acid potassium salt